2-(oxiran-2-yl)ethan-1-ol O1C(C1)CCO